3-chloro-4-phenyl-6-[4-(trifluoromethyl)phenyl]Pyridazine ClC=1N=NC(=CC1C1=CC=CC=C1)C1=CC=C(C=C1)C(F)(F)F